O1C=C(C2=C1C=CC=C2)C[C@H](NS(=O)(=O)C2=CC(=CC=C2)C2OCCC2)B(O)O (R)-2-(benzofuran-3-yl)-1-(3-(tetrahydrofuran-2-yl)benzenesulfonamido)ethylboronic acid